[Br-].BrCCC[N+](C)(C)C (3-bromopropyl)trimethylammonium bromide